6-((1R,2R)-2-(1-methyl-1H-pyrazol-3-yl)cyclobutyl)-4-oxo-1-((R)-1-(6-(trifluoromethyl)-pyridin-3-yl)ethyl)-4,5-dihydro-1H-pyrazolo[3,4-d]pyrimidine-3-carbonitrile CN1N=C(C=C1)[C@H]1[C@@H](CC1)C=1NC(C2=C(N1)N(N=C2C#N)[C@H](C)C=2C=NC(=CC2)C(F)(F)F)=O